tert-Butyl (endo)-5-((7-bromo-8-fluoro-6-iodo-2-((S)-1-((S)-1-methylpyrrolidin-2-yl)ethoxy)-3-nitroquinolin-4-yl)amino)-2-azabicyclo[2.1.1]hexane-2-carboxylate BrC1=C(C=C2C(=C(C(=NC2=C1F)O[C@@H](C)[C@H]1N(CCC1)C)[N+](=O)[O-])NC1C2CN(C1C2)C(=O)OC(C)(C)C)I